(R)-N-(4,4-difluoro-1-(oxetan-3-yl)pyrrolidin-3-yl)-5-(1-(3,3-difluoropropyl)-1H-benzo[d][1,2,3]triazol-6-yl)-6-fluoro-4-methoxypyrrolo[2,1-f][1,2,4]triazin-2-amine FC1([C@@H](CN(C1)C1COC1)NC1=NN2C(C(=N1)OC)=C(C(=C2)F)C=2C=CC1=C(N(N=N1)CCC(F)F)C2)F